FC(N1C2=C(C=3C=CC(=CC13)C=1C=CC(=NC1)N1CCN(CC1)CC=1C=C3C(N(C(C3=CC1)=O)N1C(NC(CC1)=O)=O)=O)C=NC=C2)F 5-((4-(5-(5-(difluoromethyl)-5H-pyrido[4,3-b]indol-7-yl)pyridin-2-yl)piperazin-1-yl)methyl)-2-(2,4-dioxotetrahydropyrimidin-1(2H)-yl)isoindoline-1,3-dione